4-[4-(2-aminoethyl)phenyl]-3-[2-methyl-6-(1,3-thiazol-2-yl)pyrimidin-4-yl]oxybenzonitrile NCCC1=CC=C(C=C1)C1=C(C=C(C#N)C=C1)OC1=NC(=NC(=C1)C=1SC=CN1)C